FC(C=1C=C(C=C(C1)C(F)(F)F)C(C(=O)N(C)C=1C=NC(=CC1C1=C(C=C(C=C1)F)C)N1[C@@H]([C@H](CC1)O)CO)(C)C)(F)F (2R,3S)-2-(3,5-bis-trifluoromethylphenyl)-N-[4-(4-fluoro-2-methyl-phenyl)-6-(3-hydroxy-2-hydroxymethyl-pyrrolidin-1-yl)-pyridin-3-yl]-N-methyl-isobutyramide